6-Chloro-3-[1-hydroxyl-pyridin-3-yl-methylidene]-5-(4-morpholin-4-yl-phenyl)-1,3-dihydro-indol-2-one ClC1=C(C=C2C(C(NC2=C1)=O)=CC=1CN(C=CC1)O)C1=CC=C(C=C1)N1CCOCC1